tert-butyl 6-oxo-2-azabicyclo[2.2.1]heptane-2-carboxylate O=C1CC2CN(C1C2)C(=O)OC(C)(C)C